N1C=NC2=C1CCC2 1H,4H,5H,6H-cyclopenta[d]imidazol